C1NCC12CCN(CC2)C(=O)OC(C)(C)C tertbutyl 2,7-diazaspiro[3.5]nonane-7-carboxylate